C1(CCCC1)NC1=NC(=CC(=C1)N1[C@@H]([C@H](C1)CS(=O)(=O)C)C)N1N=CC=2C(=NC(=CC21)C=2C=NC=CC2OC)C N-Cyclopentyl-6-(6-(4-methoxypyridin-3-yl)-4-methyl-1H-pyrazolo[4,3-c]pyridin-1-yl)-4-((2R,3S)-2-methyl-3-((methylsulfonyl)methyl)azetidin-1-yl)pyridin-2-amine